styrene methyl-methacrylate COC(C(=C)C)=O.C=CC1=CC=CC=C1